2-(2-(D-prolyl)-6-(thiazole-5-carbonyl)-2,6-diazaspiro[3.4]octan-8-yl)-5-((3,4-dichlorophenyl)difluoromethyl)-1,3,4-oxadiazole N1[C@H](CCC1)C(=O)N1CC2(C1)CN(CC2C=2OC(=NN2)C(F)(F)C2=CC(=C(C=C2)Cl)Cl)C(=O)C2=CN=CS2